BrC1=NC=CC(=C1C)OC 2-bromo-4-methoxy-3-methylpyridine